5-(4-Chlorophenyl)-3-(1-methyl-1H-pyrazol-4-yl)pyrazine-2-carbonitrile ClC1=CC=C(C=C1)C=1N=C(C(=NC1)C#N)C=1C=NN(C1)C